(1R,3R,5R)-N3-(5-((+)-1-amino-3-cyclopropyl-1-(pyridin-4-yl)propyl)-2-fluorophenyl)-N2-(5-chloropyridin-2-yl)-2-azabicyclo[3.1.0]hexane-2,3-dicarboxamide NC(CCC1CC1)(C1=CC=NC=C1)C=1C=CC(=C(C1)NC(=O)[C@@H]1N([C@@H]2C[C@@H]2C1)C(=O)NC1=NC=C(C=C1)Cl)F